4-ethoxy-1-(4-fluoro-2-methylphenyl)-1H-pyrazole-3-carboxamide hydrochloride Cl.C(C)OC=1C(=NN(C1)C1=C(C=C(C=C1)F)C)C(=O)N